C(C)OC(=O)C=1C=NN2C1N=C(C=C2C)C=2C=NC(=CC2)C 7-methyl-5-(6-methylpyridin-3-yl)pyrazolo[1,5-a]Pyrimidine-3-carboxylic acid ethyl ester